ClC1=C(C(=O)N(C2=NN=NN2C)C)C=CC(=C1S(=O)C(C)C)S(=O)(=O)C 2-chloro-3-(isopropylsulfinyl)-N-methyl-N-(1-methyl-1H-tetrazol-5-yl)-4-(methylsulfonyl)benzamide